FC1(CCN(CC1)C=1C=C(N)C=CC1[N+](=O)[O-])F 3-(4,4-difluoropiperidinyl)-4-nitroaniline